ClC=1N(C(C2=C(N1)N(CCC2)C)=O)CC2=CC=C(C=C2)OC 2-chloro-3-(4-methoxybenzyl)-8-methyl-5,6,7,8-tetrahydropyrido[2,3-d]pyrimidin-4(3H)-one